tert-butyl 4-(2-morpholino-7-phenyl-6,7-dihydro-5H-pyrrolo[2,3-d]pyrimidin-4-yl)-3,6-dihydropyridine-1(2H)-carboxylate O1CCN(CC1)C=1N=C(C2=C(N1)N(CC2)C2=CC=CC=C2)C=2CCN(CC2)C(=O)OC(C)(C)C